1-(2-ethoxyphenyl)-3-phenylpropane-1,3-dione C(C)OC1=C(C=CC=C1)C(CC(=O)C1=CC=CC=C1)=O